propylene glycol monoisononyl ether C(CCCCCC(C)C)OCC(C)O